ClC1=C2CC(CC2=C(C=C1)Cl)=O 4,7-dichloro-1,3-dihydro-2H-inden-2-one